O1COC2=C1C=CC(=C2)NC2=NC=C(C(=N2)N2C=C(C=C2)C(=O)N[C@H](CO)C2=CC(=C(C=C2)F)Cl)C (S)-1-(2-(benzo[d][1,3]dioxol-5-ylamino)-5-methylpyrimidin-4-yl)-N-(1-(3-chloro-4-fluorophenyl)-2-hydroxyethyl)-1H-pyrrole-3-carboxamide